1-{4-[3-(Undecyloxy)phenyl]pyridin-2-yl}azetidin-3-yl dihydrogen phosphate ammonium salt [NH4+].P(=O)(OC1CN(C1)C1=NC=CC(=C1)C1=CC(=CC=C1)OCCCCCCCCCCC)(O)O